NC1CCC(CC1)C1(NC(=NC=C1C=1C=NN(C1)C)NC1=CC(=CC(=C1)F)F)N 4-((1r,4r)-4-aminocyclohexyl)-N2-(3,5-difluorophenyl)-5-(1-methyl-1H-pyrazol-4-yl)pyrimidine-2,4-diamine